C(C(=C)C)(=O)O.C(C(=C)C)(=O)O.CCOC1=C(O)C=CC(=C1)C(C)(C)C1=CC=C(C=C1)O 2-ethoxybisphenol a dimethacrylate